2-((S)-1-(4-((S)-2-(4-chloro-2-fluorophenyl)-2-methylbenzo[d][1,3]dioxolan-4-yl)-piperidin-1-yl)ethyl)-1-(((S)-oxetan-2-yl)methyl)-1H-benzo[d]imidazole-6-carboxylic acid ClC1=CC(=C(C=C1)[C@@]1(OC2=C(O1)C=CC=C2C2CCN(CC2)[C@@H](C)C2=NC1=C(N2C[C@H]2OCC2)C=C(C=C1)C(=O)O)C)F